C(#N)C1=CN=CS1 5-cyano-1,3-thiazole